6-fluoro-3-hydroxy-8-(m-tolylsulfonyl)quinazoline-2,4(1H,3H)-dione FC=1C=C2C(N(C(NC2=C(C1)S(=O)(=O)C=1C=C(C=CC1)C)=O)O)=O